C[C@H]1CC[C@@H](N(C1)C(C(=O)NC=1C2=C(C=NC1)C=NN2)=O)C2=CC1=CN(N=C1C=C2)C2CN(C2)C 2-((2R,5S)-5-methyl-2-(2-(1-methylazetidin-3-yl)-2H-indazol-5-yl)piperidin-1-yl)-2-oxo-N-(1H-pyrazolo[4,3-c]pyridin-7-yl)acetamide